8-methoxy-5,5-dimethyl-4,5-dihydronaphtho[2,1-d]isoxazole-3-carboxamide COC1=CC=C2C(CC=3C(=NOC3C2=C1)C(=O)N)(C)C